O(C1=CC=CC=C1)C1=C(C=CC=C1)C=1N=C(SC1)N=C(N)N 2-(4-(2-phenoxyphenyl)thiazol-2-yl)guanidine